(-)-(1S)-1-[3-(Cyclopropylmethoxy)-4-(difluoromethoxy)phenyl]-2-(3,5-dichloro-1-oxidopyridin-4-yl)ethyl 3-(cyclopropylmethoxy)-4-[(methylsulfonyl)amino]benzoate C1(CC1)COC=1C=C(C(=O)O[C@@H](CC2=C(C=[N+](C=C2Cl)[O-])Cl)C2=CC(=C(C=C2)OC(F)F)OCC2CC2)C=CC1NS(=O)(=O)C